(S)-N-(3-amino-1-(hydroxyamino)-3-methyl-1-oxobutan-2-yl)-4-((4-(((2,2-difluoroethyl)amino)methyl)phenyl)ethynyl)benzamide NC([C@@H](C(=O)NO)NC(C1=CC=C(C=C1)C#CC1=CC=C(C=C1)CNCC(F)F)=O)(C)C